2-(p-chlorophenyl)-3-cyano-4-bromo-5-tri-fluoromethyl-pyrrole ClC1=CC=C(C=C1)C=1NC(=C(C1C#N)Br)C(F)(F)F